monocalcium dilaurate C(CCCCCCCCCCC)(=O)[O-].C(CCCCCCCCCCC)(=O)[O-].[Ca+2]